N-aminoethyl-γ-aminopropyl-methyldiethoxysilane NCCNCCC[Si](OCC)(OCC)C